C1(=CC=CC=C1)C1(CC1)C(=O)N phenyl-cyclopropanecarboxamide